OC(CN(CCOCCN(CCN1CCN(CC1)CCOCCN(CC(CCCCCCCCCCCCCC)O)CC(CCCCCCCCCCCCCC)O)CC(CCCCCCCCCCCCCC)O)CC(CCCCCCCCCCCCCC)O)CCCCCCCCCCCCCC 1,1'-((2-(2-(4-(2-((2-(2-(bis(2-hydroxyhexadecyl)amino)ethoxy)ethyl)(2-hydroxyhexadecyl)amino)ethyl)piperazin-1-yl)ethoxy)ethyl)azanediyl)bis(hexadecan-2-ol)